6'-(((1S,3S)-3-((6-Cyclopropyl-1,2,4-triazin-3-yl)amino)cyclopentyl)amino)-5-(1-(4-methoxybenzyl)-1H-pyrazol-4-yl)-2H-[1,3'-bipyridin]-2-one C1(CC1)C1=CN=C(N=N1)N[C@@H]1C[C@H](CC1)NC1=CC=C(C=N1)N1C(C=CC(=C1)C=1C=NN(C1)CC1=CC=C(C=C1)OC)=O